NC=1C=C(C=CC1)S(=O)(=O)NC(=O)C=1C(=NC(=CC1)C(C)(C)C)C1=CC(=CC(=C1)C)F N-(3-Aminophenyl)sulfonyl-6-tert-butyl-2-(3-fluoro-5-methylphenyl)pyridin-3-carboxamid